(3r,4r)-1-(1-((5-(difluoromethyl)-1,3,4-thiadiazol-2-yl)methyl)-5-fluoro-1H-benzo[d]imidazol-2-yl)-4-fluoropiperidin-3-amine FC(C1=NN=C(S1)CN1C(=NC2=C1C=CC(=C2)F)N2C[C@H]([C@@H](CC2)F)N)F